1-tert-butyl-3-iodo-5-methylbenzene C(C)(C)(C)C1=CC(=CC(=C1)C)I